CC=1C(=NC=C(C1)C)N1CCN(CC1)C(=O)C1=CC=C(C=C1)[C@@]1(C(NC(C1)=O)=O)C (R)-3-{4-[4-(3,5-dimethylpyridin-2-yl)piperazine-1-carbonyl]phenyl}-3-methylpyrrolidine-2,5-dione